O1C(CCCC1)OC1=CC=C(C=C1)B(O)O 4-(2-tetrahydropyranyloxy)phenylboronic acid